1-((1-(methylsulfonyl)piperidin-4-yl)methyl)-3-phenyl-1H-pyrrole-2,5-dione CS(=O)(=O)N1CCC(CC1)CN1C(C(=CC1=O)C1=CC=CC=C1)=O